C(C)(C)(C)OC(=O)N1[C@H]2CN(C[C@@H]1CC2)C2=NC(=C(C=1CN(CCC21)CC2=CC=CC=C2)C#N)Cl (1r,5s)-3-(6-benzyl-3-chloro-4-cyano-5,6,7,8-tetrahydro-2,6-naphthyridin-1-yl)-3,8-diazabicyclo[3.2.1]octane-8-carboxylic acid tert-butyl ester